ClC1=NC=CC(=N1)C=1C=NC=CC1F 2-chloro-4-(4-fluoropyridin-3-yl)pyrimidine